5-amino-2-bromo-N,N-dipropyl-6H-thieno[3,2-b]azepine-7-carboxamide NC=1CC(=CC2=C(N1)C=C(S2)Br)C(=O)N(CCC)CCC